C(C)OC1=CC=C(CCC2=C(C(=O)NC=3NC=CC3)C(=CC(=N2)OCC2OCCCC2)O)C=C1 2-(4-ethoxyphenethyl)-4-hydroxy-N-(1H-pyrrol-2-yl)-6-((tetrahydro-2H-pyran-2-yl)methoxy)nicotinamide